OC1=C(CNC2=C3N=CN(C3=NC=N2)[C@H]2[C@@H](O)[C@H](O)[C@H](O2)CO)C(=CC=C1)I 6-(2-hydroxy-6-iodobenzylamino)-9-β-D-arabinofuranosylpurine